ClC=1C=C(OC2CCC(CC2)NC(=O)C=2N=NC(=CC2)N2C[C@H](OCC2)C=O)C=CC1C#N N-((1r,4S)-4-(3-Chloro-4-cyanophenoxy)cyclohexyl)-6-((S)-2-formylmorpholino)pyridazine-3-carboxamide